ClC1=C(C=CC=C1)C1=CC(CCN1C(=O)OC(C)(C)C)(C)C tert-butyl 6-(2-chlorophenyl)-4,4-dimethyl-2,3-dihydropyridine-1-carboxylate